4-{6-Chloro-3-[1-hydroxyl-(3-methyl-isoxazol-5-yl)-methylidene]-2-oxo-2,3-dihydro-1H-indol-5-yl}-benzonitrile ClC1=C(C=C2C(C(NC2=C1)=O)=C(O)C1=CC(=NO1)C)C1=CC=C(C#N)C=C1